C(C1=CC=CC=C1)N1CC2=C(C=C(C=C2CC1)Cl)[C@H]1NCCOC1 (R)-(3-(2-benzyl-6-chloro-1,2,3,4-tetrahydroisoquinolin-8-yl)morpholine)